C(C1=CC=CC=C1)OC=1C=C2C(=C(N(C2=CC1)C1=CC(=C(C=C1)F)C)C1OCCC1)C=O 5-(benzyloxy)-1-(4-fluoro-3-methylphenyl)-2-(tetrahydrofuran-2-yl)-1H-indole-3-carbaldehyde